[3-oxo-3-[6-[[6-(trifluoromethyl)-3-pyridyl]methyl]-2-azaspiro[3.4]octan-2-yl]propyl]oxazolidin-2-one O=C(CCN1C(OCC1)=O)N1CC2(C1)CC(CC2)CC=2C=NC(=CC2)C(F)(F)F